ClC1=NC(=NC(=C1)Cl)CCC1OCCC1 4,6-dichloro-2-[2-(oxolan-2-yl)ethyl]pyrimidine